2-(2-chloro-3-(trifluoromethyl)benzamido)benzo[d]thiazole-6-carboxylic acid ClC1=C(C(=O)NC=2SC3=C(N2)C=CC(=C3)C(=O)O)C=CC=C1C(F)(F)F